C(C)(CC)NC1=CC=C(C=C1)CC1=CC=C(NC(C)CC)C=C1 N,N'-disec-butyl-4,4'-methylenedianiline